(2S,4R)-1-((S)-2-(2-bromoacetamido)-3,3-dimethylbutanoyl)-4-hydroxy-N-(4-(4-methylthiazol-5-yl)benzyl)pyrrolidine-2-carboxamide BrCC(=O)N[C@H](C(=O)N1[C@@H](C[C@H](C1)O)C(=O)NCC1=CC=C(C=C1)C1=C(N=CS1)C)C(C)(C)C